5-methoxy-pyridin-2(1H)-one COC=1C=CC(NC1)=O